2-((4-(6-((4-Chloro-2-methoxybenzyl)oxy)pyridin-2-yl)piperidin-1-yl)methyl)-4-(difluoromethoxy)-1-methyl-1H-benzo[d]imidazole-6-carboxylic acid ClC1=CC(=C(COC2=CC=CC(=N2)C2CCN(CC2)CC2=NC3=C(N2C)C=C(C=C3OC(F)F)C(=O)O)C=C1)OC